methyl 2-(4-methylpiperazin-1-yl)-2-phenylacetate CN1CCN(CC1)C(C(=O)OC)C1=CC=CC=C1